NC1=NC=NC=2N(C3=CC=C(C=C3C21)N(C)C)CC(=O)N2[C@@H]1C[C@@H]1C[C@H]2C(=O)NC2=NC(=CC=C2)Br (1R,3S,5R)-2-(2-(4-amino-6-(dimethylamino)-9H-pyrimido[4,5-b]indol-9-yl)acetyl)-N-(6-bromopyridin-2-yl)-2-azabicyclo[3.1.0]hexane-3-carboxamide